Cl.NC1C2CN(CC12)CC1CCC(CC1)N1C(N=C(C=C1)NC(=O)N1CCNCC1)=O N-(1-(4-((exo-6-amino-3-azabicyclo[3.1.0]hex-3-yl)methyl)cyclohexyl)-2-oxo-1,2-dihydropyrimidin-4-yl)piperazine-1-carboxamide hydrochloride